2-(benzylsulfonyl)-1-(4-(5-(trifluoromethyl)-1,2,4-oxadiazol-3-yl)phenyl)ethan-1-one C(C1=CC=CC=C1)S(=O)(=O)CC(=O)C1=CC=C(C=C1)C1=NOC(=N1)C(F)(F)F